Bis(4-amino-3-ethyl-5-methylcyclohexyl)methan NC1C(CC(CC1C)CC1CC(C(C(C1)C)N)CC)CC